1-[2-(1-ethyl-5-methyl-2-oxo-1,2-dihydropyridin-3-yl)acetyl]-4-fluoro-N-{[6-fluoro-5-(propan-2-yl)pyridin-2-yl](phenyl)methyl}pyrrolidine-2-carboxamide C(C)N1C(C(=CC(=C1)C)CC(=O)N1C(CC(C1)F)C(=O)NC(C1=CC=CC=C1)C1=NC(=C(C=C1)C(C)C)F)=O